(3-cyanophenyl)boronic acid C(#N)C=1C=C(C=CC1)B(O)O